5-nitro-catechol [N+](=O)([O-])C1=CC=C(C(O)=C1)O